[N+](=[N-])=CC(=O)N[C@@H]([C@@H](C)CC)C(=O)OC methyl (2-diazoacetyl)-L-isoleucinate